C(OC1=CC=C(C=C1)[N+](=O)[O-])(O[C@@H]1CN2CCC1CC2)=O (S)-4-nitrophenyl quinuclidin-3-yl carbonate